(2S)-2-(2,3-dihydro-1H-indene-1-carboxamido)-4-(((S)-2-fluoro-3-methoxypropyl)(4-(5,6,7,8-tetrahydro-1,8-naphthyridin-2-yl)butyl)amino)butanoic acid C1(CCC2=CC=CC=C12)C(=O)N[C@H](C(=O)O)CCN(CCCCC1=NC=2NCCCC2C=C1)C[C@@H](COC)F